C(C)(C)(C)OC(=O)N[C@H](C(=O)NC1=CC=C(C=C1)C=1C(=[N+](C=CC1C)[O-])C)C1CCC(CC1)C(F)(F)F 3-(4-((S)-2-((tert-butoxycarbonyl)amino)-2-((1r,4S)-4-(trifluoromethyl)cyclohexyl)acetamido)phenyl)-2,4-dimethylpyridine 1-oxide